O1C(=CC=C1)C1=CC(=C(C=C1)O)C 4-(furan-2-yl)-2-methylphenol